(R)-6-(2-((4,4-difluoro-1-methylpyrrolidin-3-yl)amino)-6-fluoro-4-methoxypyrrolo[2,1-f][1,2,4]triazin-5-yl)-N-methylimidazo[1,2-a]pyridine-3-carboxamide FC1([C@@H](CN(C1)C)NC1=NN2C(C(=N1)OC)=C(C(=C2)F)C=2C=CC=1N(C2)C(=CN1)C(=O)NC)F